bromo-N-methylindole BrC=1N(C2=CC=CC=C2C1)C